BrC=1C=2N(C(=NC1)NCC1=C(C=CC3=C1CCO3)F)C=C(N2)C(=O)O 8-bromo-5-(((5-fluoro-2,3-dihydrobenzofuran-4-yl)methyl)amino)imidazo[1,2-c]pyrimidine-2-carboxylic acid